S(N)(=O)(=O)NC1CCC1 (1r,3r)-3-(sulfamoylamino)cyclobutane